N[C@@H]1[C@@H](CCC1)NC(=O)C=1C=C2C(=NC1)C(=CN2C2=NC=C(C=N2)F)C2=CC(=CC=C2)OC(F)F N-((1R,2S)-2-aminocyclopentyl)-3-(3-(difluoromethoxy)phenyl)-1-(5-fluoropyrimidin-2-yl)-1H-pyrrolo[3,2-b]pyridine-6-carboxamide